N-(9-((3R,4S,5R)-5-((bis(4-methoxyphenyl)(phenyl)methoxy)methyl)-4-hydroxytetrahydrofuran-3-yl)-9H-purin-6-yl)pent-4-enamide COC1=CC=C(C=C1)C(OC[C@@H]1[C@H]([C@@H](CO1)N1C2=NC=NC(=C2N=C1)NC(CCC=C)=O)O)(C1=CC=CC=C1)C1=CC=C(C=C1)OC